FC1=C(C=C(C(=C1)C)C1=CC(=NC(=C1)N1CCOCC1)OCCO)NC(=O)N1CC(CCC1)(C(F)(F)F)O N-(2-fluoro-5-(2-(2-hydroxyethoxy)-6-morpholinopyridin-4-yl)-4-methylphenyl)-3-hydroxy-3-(trifluoromethyl)piperidine-1-carboxamide